ClC1=C(C=CC(=N1)N1CC(C1)O)C 1-(6-chloro-5-methylpyridin-2-yl)azetidin-3-ol